CC1=C(C#N)C=CC(=C1)N1CCN(CC1)C 2-methyl-4-(4-methylpiperazin-1-yl)benzonitrile